C(C)(C)(C)OC(NCC12OCC(C1)(C2)CN)=O ((4-(aminomethyl)-2-oxabicyclo[2.1.1]hexane-1-yl)methyl)carbamic acid tert-butyl ester